C(CCC)OC(C(C(C(=O)O)C(C)C)(C#N)C(C)C)=O 2,3-diisopropyl-2-cyanosuccinic acid-1-n-butyl ester